C(=O)C1=C(OCC=2C=C(C(=O)/N=C/3\NC4=C(N3CC(C)(C)O)C=C(C=C4)CN4CCN(CC4)C)C=CN2)C=CC=C1O (E)-2-((2-formyl-3-hydroxyphenoxy)methyl)-N-(1-(2-hydroxy-2-methylpropyl)-6-((4-methylpiperazin-1-yl)methyl)-1,3-dihydro-2H-benzo[d]imidazol-2-ylidene)isonicotinamide